[Br-].C(=O)(O)C[N+]1=CC(=CC=C1)F 1-(carboxymethyl)-3-fluoropyridine-1-ium bromide